FC(CC=1C=C(C=NC1)[C@](C1(CNC1)C)(C1=CC=C(C=C1)C(C)C)O)(CO)F 3-[(R)-[5-(2,2-Difluoro-3-hydroxy-propyl)-pyridin-3-yl]-hydroxy-(4-isopropyl-phenyl)-methyl]-3-methyl-azetidine